(4-aminoimidazo[1,5-a]pyrido[3,4-e]pyrazin-8-yl)((4aS,9aR)-6-fluoro-7-(trifluoromethoxy)-2,3,9,9a-tetrahydroindeno[2,1-b][1,4]oxazin-4(4aH)-yl)methanone NC=1C=2N(C3=C(N1)C=NC(=C3)C(=O)N3[C@@H]1[C@H](OCC3)CC=3C=C(C(=CC31)F)OC(F)(F)F)C=NC2